FC1=C(COC2=C(SC=C2)C(=O)NC=2C=NC=CC2)C=CC=C1 3-(2-fluorobenzyloxy)-N-(pyridin-3-yl)thiophene-2-carboxamide